2-(6-{[(1R,3s,5S)-1,5-dimethyl-8-azabicyclo[3.2.1]octan-3-yl]oxy}pyridazin-3-yl)-5-(pyrimidin-5-yl)pyridin-3-ol dihydrochloride Cl.Cl.C[C@]12CC(C[C@](CC1)(N2)C)OC2=CC=C(N=N2)C2=NC=C(C=C2O)C=2C=NC=NC2